FC(OC1=C(C=CC=C1)C1CCCN2N1C1=CC(=CC=C1C2=O)C=2C=NC(=NC2)N2CCC(CC2)O)F 6-(2-(difluoromethoxy)phenyl)-3-(2-(4-hydroxypiperidin-1-yl)pyrimidin-5-yl)-8,9-dihydro-6H-pyridazino[1,2-a]indazol-11(7H)-one